Apigenin O1C(=CC(=O)C=2C(O)=CC(O)=CC12)C1=CC=C(O)C=C1